(R)-5-((6-(1,1-difluoroethyl)-2-ethyl-3,4-dihydroquinolin-1(2H)-yl)sulfonyl)-2-((tetrahydro-2H-pyran-4-yl)methoxy)benzyl alcohol FC(C)(F)C=1C=C2CC[C@H](N(C2=CC1)S(=O)(=O)C=1C=CC(=C(CO)C1)OCC1CCOCC1)CC